3-(N,N-dimethylamino)-5,5-dimethyl-2-cyclohexen-1-one lead [Pb].CN(C)C1=CC(CC(C1)(C)C)=O